2-bromo-4-methoxy-6-tert-butylchlorobenzene BrC1=C(C(=CC(=C1)OC)C(C)(C)C)Cl